OCCNC(C(C(C(C(CO)O)O)O)O)O 1-(2-hydroxyethylamino)hexane-1,2,3,4,5,6-hexol